fluoroethyl propargyl carbonate C(OCCF)(OCC#C)=O